2-(4-(azidomethyl)fluorophenyl)-5-(difluoromethyl)-1,3,4-oxadiazole N(=[N+]=[N-])CC1=CC(=C(C=C1)C=1OC(=NN1)C(F)F)F